C1(CCCC1)NC=1C2=C(N=C(N1)C(CCCC)O)CCCN2 1-[4-(cyclopentylamino)-5,6,7,8-tetrahydropyrido[3,2-d]pyrimidin-2-yl]pentan-1-ol